(5,6'-dichloro-2,2'-dioxo-6-prop-2-enoyloxy-spiro[benzofuran-3,4'-chromane]-7'-yl) prop-2-enoate C(C=C)(=O)OC1=C(C=C2C3(CC(OC2=C1)=O)C(OC1=C3C=C(C(=C1)OC(C=C)=O)Cl)=O)Cl